(8-chloro-6-methoxy-5-(methoxycarbonyl)quinolin-2-yl)bicyclo[2.2.2]octane-1-carboxylic acid ClC=1C=C(C(=C2C=CC(=NC12)C1C2(CCC(C1)CC2)C(=O)O)C(=O)OC)OC